ClC=1C=C(C=CC1)C1=NC2=CN=C(C(=C2C=C1)O)C(=O)OC Methyl 2-(3-chlorophenyl)-5-hydroxy-1,7-naphthyridine-6-carboxylate